1-fluoro-4-(4-fluorophenyl)-4-hydroxybutan-2-one FCC(CC(O)C1=CC=C(C=C1)F)=O